FC1=CC(=C(OC2=C(C(=O)NC3=CC(=C(C=C3)F)C(=O)NN)C=CC(=C2)C(F)(F)F)C=C1)C 2-(4-fluoro-2-methylphenoxy)-N-(4-fluoro-3-(hydrazinoformyl)phenyl)-4-(trifluoromethyl)benzamide